(E)-1-(4-Hydroxyphenyl)-3-(4-piperidin-1-ylphenyl)prop-2-en-1-one OC1=CC=C(C=C1)C(\C=C\C1=CC=C(C=C1)N1CCCCC1)=O